C(CCCCC)OCOCCCC(CC(C)[Cu]C(CC(CCCOCOCCCCCC)C)C)C.[Li] lithium bis[6-hexoxymethoxy-1,3-dimethylhexyl]copper